ClC1=CC=C(C=C1)C1=C(C=CC=C1)CN1CCN(CC1)C(=O)C=1C=C2C=NC(C2=CC1)=O 5-(4-((4'-chloro-[1,1'-biphenyl]-2-yl)methyl)piperazine-1-carbonyl)-1-oxoisoindole